ClC=1C(=NC=CC1)N1CCN(CC1)/C(=N/O)/C1=C(C=CC(=C1)Cl)Cl (E)-(4-(3-Chloropyridin-2-yl)piperazin-1-yl)(2,5-dichlorophenyl)methanone oxime